Prop-2-en-1-amin C(C=C)N